C(C)(C)N[Si]1(O[SiH](O[SiH](O[Si](O1)(C)NC(C)C)C)C)C 2,4-bis(isopropylamino)-2,4,6,8-tetramethylcyclotetrasiloxane